1,3-bis(4-pentoxybutyl)imidazolium C(CCCC)OCCCCN1C=[N+](C=C1)CCCCOCCCCC